bis(phenoxy)phosphazine O(C1=CC=CC=C1)C1=C(N=PC=C1)OC1=CC=CC=C1